Tert-butyl(1-(4-cyano-3-(2,3-dichlorophenyl)-1H-pyrazolo[3,4-d]pyrimidin-6-yl)-4-phenylpiperidin-4-yl)carbamate C(C)(C)(C)OC(NC1(CCN(CC1)C1=NC(=C2C(=N1)NN=C2C2=C(C(=CC=C2)Cl)Cl)C#N)C2=CC=CC=C2)=O